FC(C=1C=C(C=NC1)C1=CC=C(C=C1)C(C(=O)N)=C)(F)F (4-(5-(trifluoromethyl)pyridin-3-yl)phenyl)acrylamide